2,3-dihydro-1H-benzo[d]imidazol-1-ium chloride [Cl-].[NH2+]1CNC2=C1C=CC=C2